C(C)(C)(C)OC(=O)N1C(CC(CC1)O)(C)C.CC=1C=C(C=C(C1)C)NN 3,5-dimethyl-phenylhydrazine Tert-butyl-4-hydroxy-2,2-dimethylpiperidine-1-carboxylate